ClC=1C=C2C(=NC1OC)C(=C(N2C)C2=NNC(=N2)[C@@H](C(F)(F)F)O)N2C=NC=C2 (S)-1-(3-(6-chloro-3-(1H-imidazol-1-yl)-5-methoxy-1-methyl-1H-pyrrolo[3,2-b]pyridin-2-yl)-1H-1,2,4-triazol-5-yl)-2,2,2-trifluoroethan-1-ol